C(C)NCC1=C(CN(C(C(C)(C)C)=O)CC(NC=2C=C3CC4(C(NC5=NC=CC=C54)=O)CC3=CC2)=O)C=CC=C1 N-(2-((Ethylamino)methyl)benzyl)-N-(2-oxo-2-((2'-oxo-1,1',2',3-tetrahydrospiro[indene-2,3'-pyrrolo[2,3-b]pyridin]-5-yl)amino)ethyl)pivalamide